tert-Butyl 3-(7-bromo-6-chloro-1,3-dioxo-isochroman-4-yl)pyrrolidine-1-carboxylate BrC1=C(C=C2C(C(OC(C2=C1)=O)=O)C1CN(CC1)C(=O)OC(C)(C)C)Cl